8,8,11-Trimethyl-2-(4-nitrophenyl)-2-(2-oxopropyl)-5-pentyl-8a,9,10,12a-tetrahydro-4H,8H-benzo[c][1,3]dioxino[4,5-f]chromen-4-on CC1(OC2=CC(=C3C(=C2C2C1CCC(=C2)C)OC(OC3=O)(CC(C)=O)C3=CC=C(C=C3)[N+](=O)[O-])CCCCC)C